(S)-N-(3-(1-(4-(1-((1-(4-(2,6-dioxopiperidin-3-yl)-3-fluorophenyl)piperidin-4-yl)methyl)piperidin-4-yl)phenyl)-3-(pyridin-4-yl)-1H-pyrazol-4-yl)-2-fluorophenyl)propane-1-sulfonamide O=C1NC(CC[C@H]1C1=C(C=C(C=C1)N1CCC(CC1)CN1CCC(CC1)C1=CC=C(C=C1)N1N=C(C(=C1)C=1C(=C(C=CC1)NS(=O)(=O)CCC)F)C1=CC=NC=C1)F)=O